1-(7-(3-Hydroxyazetidin-1-yl)thieno[2,3-c]pyridin-4-yl)-5-(trifluoromethyl)-N-(2-(trifluoromethyl)pyridin-4-yl)-1H-pyrazol-4-carboxamid OC1CN(C1)C=1N=CC(=C2C1SC=C2)N2N=CC(=C2C(F)(F)F)C(=O)NC2=CC(=NC=C2)C(F)(F)F